2-bromo-N-(2-(4-(4-chloro-3-(trifluoromethyl)phenyl)piperazin-1-yl)pyrimidin-4-yl)acetamide BrCC(=O)NC1=NC(=NC=C1)N1CCN(CC1)C1=CC(=C(C=C1)Cl)C(F)(F)F